The molecule is a 18-hydroxy steroid that is corticosterone substituted by a hydroxy group at position 18. It has a role as a human metabolite and a mouse metabolite. It is a 18-hydroxy steroid, an 11beta-hydroxy steroid, a 20-oxo steroid, a 21-hydroxy steroid, a 3-oxo steroid and a primary alpha-hydroxy ketone. It derives from a corticosterone. C[C@]12CCC(=O)C=C1CC[C@@H]3[C@@H]2[C@H](C[C@]4([C@H]3CC[C@@H]4C(=O)CO)CO)O